(1R,3S)-N-(7-chloro-6-(4-((3S,4S)-4-hydroxy-3-methyltetrahydrofuran-3-yl)piperazin-1-yl)isoquinolin-3-yl)-5-oxaspiro[2.4]heptane-1-carboxamide ClC1=C(C=C2C=C(N=CC2=C1)NC(=O)[C@@H]1C[C@@]12COCC2)N2CCN(CC2)[C@]2(COC[C@H]2O)C